Ethyl (2Z)-3-amino-2-cyano-3-phenylacrylat N\C(=C(/C(=O)OCC)\C#N)\C1=CC=CC=C1